boron fluoride lithium salt [Li].B(F)(F)F